CC1(COC1)C(CC#N)=O 3-(3-methyl-oxetan-3-yl)-3-oxopropanenitrile